ethyl (perfluoroethyl) disulfide FC(C(F)(F)F)(F)SSCC